ClC1=C(C=CC=C1C(F)(F)F)B(O)O (2-chloro-3-(trifluoromethyl)phenyl)boronic acid